BrC1=C(C(=C(C(=C1O)Br)Br)C(C)(C)C1=CC=C(C=C1)O)Br Tetrabromo-Bisphenol A